C12CCCC(CC1)C2NC(CN2C(C(=CC=C2)NC([C@H](CC/C=C/C(=O)OC)NC(=O)C=2C(=NOC2C)C)=O)=O)=O (6S,E)-methyl 7-(1-(2-(bicyclo[3.2.1]octan-8-ylamino)-2-oxoethyl)-2-oxo-1,2-dihydropyridin-3-ylamino)-6-(3,5-dimethylisoxazole-4-carboxamido)-7-oxohept-2-enoate